(R,Z)-N-(4-(3-chloro-5-(4-(3-chloroacryloyl)morpholin-2-yl)phenyl)pyridin-2-yl)acetamide ClC=1C=C(C=C(C1)[C@@H]1CN(CCO1)C(\C=C/Cl)=O)C1=CC(=NC=C1)NC(C)=O